N-(2,2-difluoroethyl)-5-fluoro-2-(1-methyl-6-{[(3R)-pyrrolidin-3-yl]methyl}-1H-indazol-4-yl)-N-(isopropyl)benzamide FC(CN(C(C1=C(C=CC(=C1)F)C1=C2C=NN(C2=CC(=C1)C[C@H]1CNCC1)C)=O)C(C)C)F